2-(2-chlorophenyl)-7-(4-phenoxypyridin-3-yl)-5,7-diazaspiro[3.4]octane-6,8-dione ClC1=C(C=CC=C1)C1CC2(C1)NC(N(C2=O)C=2C=NC=CC2OC2=CC=CC=C2)=O